ethyl 6-(4-chloro-3-fluoro-phenyl)-3-cyclopropyl-4-oxo-4,5-dihydropyrazolo[1,5-a]pyrazine-2-carboxylate ClC1=C(C=C(C=C1)C=1NC(C=2N(C1)N=C(C2C2CC2)C(=O)OCC)=O)F